N-[4-[1-[4-(trifluoromethoxy)phenyl]-1,2,4-triazol-3-yl]phenyl]carbamic acid [(2S,3R,4R,5S,6S)-3,5-dimethoxy-6-methyl-4-propoxytetrahydropyran-2-yl] ester CO[C@H]1[C@@H](O[C@H]([C@@H]([C@H]1OCCC)OC)C)OC(NC1=CC=C(C=C1)C1=NN(C=N1)C1=CC=C(C=C1)OC(F)(F)F)=O